FC1=C(C=2C=NC(=NC2C=C1C1=C(C2=C(OCCN2)N=C1)C)NC=1C=NN(C1)C1(CC1)C)N 6-fluoro-N~2~-[1-(1-methylcyclopropyl)-1H-pyrazol-4-yl]-7-(8-methyl-2,3-dihydro-1H-pyrido[2,3-b][1,4]oxazin-7-yl)quinazoline-2,5-diamine